C(C)[C@]1(C(OCC=2C(N3CC=4C(=NC=5C=C(C(=C6C5C4[C@@](CC6)(C)CO)C)F)C3=CC21)=O)=O)O (1S,9S)-9-ethyl-5-fluoro-9-hydroxy-1-(hydroxymethyl)-1,4-dimethyl-2,3,12,15-tetrahydrobenzo[de]pyrano[3',4':6,7]indolizino[1,2-b]quinoline-10,13(1H,9H)-dione